7-methyl-2-((6-methylbenzo[d][1,3]dioxol-5-yl)amino)-9-((tetrahydro-2H-pyran-4-yl)methyl)-7,9-dihydro-8H-purin-8-one CN1C(N(C2=NC(=NC=C12)NC1=CC2=C(OCO2)C=C1C)CC1CCOCC1)=O